2-Amino-4-[5-chloro-9-(3,8-diazabicyclo[3.2.1]octan-8-yl)-7-[[(2S)-1-methylazetidin-2-yl]methoxy]-1,3-dihydrofuro[3,4-f]quinolin-4-yl]-7-fluoro-benzothiophene-3-carbonitrile NC=1SC2=C(C1C#N)C(=CC=C2F)C2=C1C(=C3C(=CC(=NC3=C2Cl)OC[C@H]2N(CC2)C)N2C3CNCC2CC3)COC1